CC(C(=O)OC)(CC(=O)OC(C)(C)C)C 4-(tert-butyl) 1-methyl 2,2-dimethylsuccinate